ClC1=CC=C2C(=N1)NC=C2C2=CC=1N(C=C2)N=CC1C(=O)N1CCN(CC1)C (5-(6-chloro-1H-pyrrolo[2,3-b]pyridin-3-yl)pyrazolo[1,5-a]pyridin-3-yl)(4-methylpiperazin-1-yl)methanone